NC1=NC(N(C=C1)C=1C=C2CCN(CC2=CC1)C1CCC(CC1)NC(OC(C)(C)C)=O)=O tert-butyl (4-(6-(4-amino-2-oxopyrimidin-1(2H)-yl)-3,4-dihydroisoquinolin-2(1H)-yl)cyclohexyl)carbamate